FC1=C(C=C(C=C1)OC=1C(=C2C=CNC2=CC1)C)C=1NC=C(N1)CC=1C=C(C=CC1)CCC(=O)O 3-(3-((2-(2-fluoro-5-((4-methyl-1H-indol-5-yl)oxy)phenyl)-1H-imidazol-4-yl)methyl)phenyl)propanoic acid